N[C@@H](C(C)C)C(=O)N1CCCC1 valine pyrrolidide